C(C)(=O)O[C@@]1([C@H](O[C@@H]([C@]([C@@]1(O)OC(C)=O)(O)OC(C)=O)C(O)OC(C)=O)Br)O 2,3,4,6-tetraacetoxy-alpha-D-glucopyranosyl bromide